phenylbis(4-(trifluoromethyl)phenyl)sulfonium chloride [Cl-].C1(=CC=CC=C1)[S+](C1=CC=C(C=C1)C(F)(F)F)C1=CC=C(C=C1)C(F)(F)F